methyl 1-(3-nitro-4-pyridyl)pyrrole-2-carboxylate [N+](=O)([O-])C=1C=NC=CC1N1C(=CC=C1)C(=O)OC